(S)-4-(morpholinomethyl)-N2-(5-(2-phenyl-2H-tetrazol-5-yl)thiazol-2-yl)-N6-(piperidin-3-yl)pyridine-2,6-diamine O1CCN(CC1)CC1=CC(=NC(=C1)N[C@@H]1CNCCC1)NC=1SC(=CN1)C=1N=NN(N1)C1=CC=CC=C1